CS(=NC(CC=1N=C2N(C=C(C=C2)C2=NOC(=N2)C(F)(F)F)C1)=O)(C1=CC=CC=C1)=O N-(methyl(oxo)(phenyl)-λ6-sulfaneylidene)-2-(6-(5-(trifluoromethyl)-1,2,4-oxadiazol-3-yl)imidazo[1,2-a]pyridin-2-yl)acetamide